2,5-dioxo-9,12-dioxa-3,6-diazatetradecan-14-yl 4-methylbenzenesulfonate CC1=CC=C(C=C1)S(=O)(=O)OCCOCCOCCNC(CNC(C)=O)=O